CC1=C(C(=CC(=C1)C)C)C1=CC=C2C=CN(C2=C1)P(Cl)N1C=CC2=CC=C(C=C12)C1=C(C=C(C=C1C)C)C bis[6-(2,4,6-trimethyl-phenyl)-1H-indolyl]chlorophosphine